2,4-dihydroxy-1-methoxyanthraquinone OC1=C(C=2C(C3=CC=CC=C3C(C2C(=C1)O)=O)=O)OC